[Cl-].[NH4+].CC(=C(C)O)C dimethyl-2-hydroxypropylene ammonium chloride